(E,Z)-2,13-octadecadienol C(\C=C\CCCCCCCCC\C=C/CCCC)O